[C@H]1([C@H](O)[C@@H](O)[C@@H](O)[C@H](O1)CO)OC[C@@H]([C@@H]([C@@H](CCCC)O)O)NC(CCCCCCCCCCCCCCCCCCCCCCCCC)=O (2S,3S,4R)-1-O-(α-D-galactosyl)-2-(N-hexacosanoylamino)-1,3,4-octanetriol